(8E,10E)-N-(2-hydroxy-2-methylpropyl)dodeca-2,6,8,10-tetraenamide OC(CNC(C=CCCC=C\C=C\C=C\C)=O)(C)C